pyrimidine-4,5-diamine N1=CN=C(C(=C1)N)N